(1R,3R)-2,2-dichloro-3-(3,4,5-trichlorophenylcyclopropane-1-carboxamido)benzamide ClC1([C@@H](C(=O)N)C=CC=C1NC(=O)C1(CC1)C1=CC(=C(C(=C1)Cl)Cl)Cl)Cl